methyl (S)-6-(3-aminoprop-1-yn-1-yl)-2-(4-(2-(4-(4-chlorophenyl)-2,3,9-trimethyl-6H-thieno[3,2-f][1,2,4]triazolo[4,3-a][1,4]diazepin-6-yl)acetamido)butanamido)nicotinate NCC#CC1=NC(=C(C(=O)OC)C=C1)NC(CCCNC(C[C@H]1C=2N(C3=C(C(=N1)C1=CC=C(C=C1)Cl)C(=C(S3)C)C)C(=NN2)C)=O)=O